Ethyl (R)-1-(6-((6-((R)-3-(2-ethoxyphenoxy)piperidin-1-yl)pyrazin-2-yl)amino)pyridin-2-yl)piperidine-3-carboxylate C(C)OC1=C(O[C@H]2CN(CCC2)C2=CN=CC(=N2)NC2=CC=CC(=N2)N2C[C@@H](CCC2)C(=O)OCC)C=CC=C1